3-amino-6-(4-methoxyphenylethyl)-5-phenylpyrazine-2-carbonitrile NC=1C(=NC(=C(N1)C1=CC=CC=C1)CCC1=CC=C(C=C1)OC)C#N